ClC1=NC=C(C(=C1)C(C(C(=O)OCC)(F)F)O)F ethyl 3-(2-chloro-5-fluoro-4-pyridyl)-2,2-difluoro-3-hydroxy-propanoate